(5-chloro-6-((2-(4-fluorobenzyl)-1-oxo-1,2,3,4-tetrahydroisoquinolin-6-yl)oxy)pyridin-3-yl)-1,2,4-triazine-3,5(2H,4H)-dione ClC=1C=C(C=NC1OC=1C=C2CCN(C(C2=CC1)=O)CC1=CC=C(C=C1)F)N1N=CC(NC1=O)=O